6-hydroxy-4-methylheptylpentyloxymethyl ether OC(CC(CCCC(OCCCCC)OC(CCCC(CC(C)O)C)OCCCCC)C)C